BrC1=CC(=NC=C1)NC(=O)CCN1C(CN(CC1)C(=O)OC(C)(C)C)CC(=O)OC Tert-Butyl 4-{2-[(4-Bromopyridin-2-Yl)Carbamoyl]Ethyl}-3-(2-Methoxy-2-Oxoethyl)Piperazine-1-Carboxylate